COC(CCC(=O)N(C=1SC(=C(N1)C(NC1C(CC1)(C)C)=O)C)C1=CC(=NC(=C1)F)F)=O 4-[(2,6-difluoro-4-pyridinyl)-[4-[(2,2-dimethylcyclobutyl)carbamoyl]-5-methyl-thiazol-2-yl]amino]-4-oxo-butyric acid methyl ester